NCCCNCCCN bis(3-aminopropyl)amine